(E)-N-hydroxy-3-(2-(4-(5-methyl-1-phenyl-1H-pyrazole-4-carbonyl)piperazin-1-yl)phenyl)acrylamide ONC(\C=C\C1=C(C=CC=C1)N1CCN(CC1)C(=O)C=1C=NN(C1C)C1=CC=CC=C1)=O